8-(4-((2-Isopropyl-6-methylpyrimidin-4-yl)oxy)piperidin-1-yl)-5-methyl-6-oxo-5,6-dihydro-1,5-naphthyridin-2-carbonitril C(C)(C)C1=NC(=CC(=N1)OC1CCN(CC1)C1=CC(N(C=2C=CC(=NC12)C#N)C)=O)C